(3S)-3-{[1-cyclopentyl-5-(2,6-dimethoxyphenyl)-1H-pyrazol-3-yl]formamido}-N-(oxan-4-yl)-5-(piperidin-1-yl)pentanamide C1(CCCC1)N1N=C(C=C1C1=C(C=CC=C1OC)OC)C(=O)N[C@H](CC(=O)NC1CCOCC1)CCN1CCCCC1